5-(4-fluoro-1-isopropyl-2-methyl-1H-benzo[d]imidazol-6-yl)-N-(cis-4-(trifluoromethoxy)cyclohexyl)-7H-pyrrolo[2,3-d]pyrimidin-2-amine FC1=CC(=CC=2N(C(=NC21)C)C(C)C)C2=CNC=1N=C(N=CC12)N[C@@H]1CC[C@@H](CC1)OC(F)(F)F